trimethylphenyl-ammonium benzoate C(C1=CC=CC=C1)(=O)[O-].C[N+](C1=CC=CC=C1)(C)C